(2'S,4R)-2-ethyl-2'-methyl-spiro[6,7-dihydrothieno[3,2-c]pyran-4,4'-piperidine]-1'-oxy-phenyl-acetic acid 2-[2-oxo-2-phenyl-acetoxy-ethoxy]-ethyl ester O=C(C(=O)OCCOCCOC(C(C1=CC=CC=C1)ON1[C@H](C[C@@]2(CC1)OCCC1=C2C=C(S1)CC)C)=O)C1=CC=CC=C1